C1(=CC=CC=C1)C1=NC2=C3N=C(C=CC3=CC=C2C=C1)C=1C=C(C=CC1)C1=CC(=CC=C1)C=1C=CC=2C(C3=CC=CC=C3C2C1)(C=1C=NC=CC1)C1=CC=CC=C1 2-phenyl-9-(3'-(9-phenyl-9-(pyridin-3-yl)-9H-fluoren-3-yl)-[1,1'-biphenyl]-3-yl)-1,10-phenanthroline